C(C)(C)(C)OC(=O)N1C[C@H](CCC1)CCO (R)-3-(2-hydroxyethyl)piperidine-1-carboxylic acid tert-butyl ester